COC(=O)[C@H]1OCO[C@@H]1C1=C(C=CC=C1)[N+](=O)[O-] (4s,5r)-methyl-5-(2-nitrophenyl)-1,3-dioxolane-4-carboxylate